(R)-1-(4-(4-chloro-3,5-difluoro-1H-indole-2-carbonyl)-3-methylpiperazin-1-yl)-2-(3,3-difluoroazetidin-1-yl)ethan-1-one ClC1=C2C(=C(NC2=CC=C1F)C(=O)N1[C@@H](CN(CC1)C(CN1CC(C1)(F)F)=O)C)F